N-[(3R)-1-azabicyclo[2.2.2]octan-3-yl]-1H,2H,3H,4H-pyrido[1,2-a]indole-10-carboxamide formate C(=O)O.N12C[C@@H](C(CC1)CC2)NC(=O)C2=C1N(C=3CCCCC23)C=CC=C1